COC1=CC2=C(N=CS2)C=C1S(=O)(=O)N1CCN(CC1)C 6-methoxy-5-(4-methylpiperazin-1-yl)sulfonyl-1,3-benzothiazol